O=S1(CC(C=C1)C1=C(C(=NC2=CC(=CC=C12)C1(CCC1)CO)OC)C(=O)N)=O (1,1-dioxido-2,3-dihydrothiophen-3-yl)-7-(1-(hydroxymethyl)cyclobutyl)-2-methoxyquinoline-3-carboxamide